ClC=1C=CC2=C(N=C(O2)C2CC3(CC(C3)NC(CC3CN(C3)S(=O)(=O)C)=O)C2)C1 N-[6-(5-chloro-1,3-benzoxazol-2-yl)spiro[3.3]heptan-2-yl]-2-(1-methylsulfonylazetidin-3-yl)acetamide